CN(C=1C=C(C2=CC=CC=C2C1)C1(CC1)C=1C(=C(C(=O)N)C=C(C1)OCC1N(CC1)C)C)C (1-(3-(Dimethylamino)naphthalen-1-yl)cyclopropyl)-2-methyl-5-((1-methyl-azetidin-2-yl)methoxy)benzamide